C(=O)(O)C1=CC=C(C=C1)C=1C=C(C(=C(C1)C1=CC=C(C=C1)C(=O)O)C)C1=CC=C(C=C1)C(=O)O 5'-(4-carboxyphenyl)-2'-methyl[1,1':3',1''-terphenyl]-4,4''-dicarboxylic acid